6-Benzoyl-2-[3,5-bis-O-(tetrahydropyran-2-yl)-β-D-arabinofuranosyl]-6,7,8,9-tetrahydro-2H-2,3,5,6-tetraazabenzo[cd]azulene C(C1=CC=CC=C1)(=O)N1C=2C3=C(N(C=C3CCC1)[C@H]1[C@@H](O)[C@H](OC3OCCCC3)[C@H](O1)COC1OCCCC1)N=CN2